OC1=CC=C2[C@@H]([C@@H](COC2=C1)C1=CC=CC=C1)C1=CC=C(C=C1)N1CCN(CC1)C1CNC1 3-(4-(4-(cis-7-hydroxy-3-phenylchroman-4-yl)phenyl)piperazin-1-yl)azetidine